2-(2-chloropyridin-3-yl)-N-{3-sulfamoyl-4-[4-(trifluoromethyl)-1H-pyrazol-1-yl]phenyl}acetamide ClC1=NC=CC=C1CC(=O)NC1=CC(=C(C=C1)N1N=CC(=C1)C(F)(F)F)S(N)(=O)=O